FC(C=1C(=C(C=CC1)[C@@H](C)NC=1C2=C(N=C(N1)C)N=CC(=C2)N2CC1(CN(C1)C(C)=O)C2)F)F 1-{6-[4-({(1R)-1-[3-(difluoromethyl)-2-fluorophenyl]ethyl}amino)-2-methylpyrido[2,3-d]pyrimidin-6-yl]-2,6-diazaspiro[3.3]heptan-2-yl}ethan-1-one